4-(4-aminobutanamido)-2-(3-aminoprop-1-yn-1-yl)benzoic acid NCCCC(=O)NC1=CC(=C(C(=O)O)C=C1)C#CCN